C(C)O[C@@H]1C[C@H](N(CC1)CC1=C2C=CNC2=C(C=C1OC)C)C1=CC=C(C(=O)OC2=CC=C(C(=O)O)C=C2)C=C1 4-((4-((2S,4S)-4-ethoxy-1-((5-methoxy-7-methyl-1H-indol-4-yl)methyl)piperidin-2-yl)benzoyl)oxy)benzoic acid